((1R,4R,7R)-7-amino-2-azabicyclo[2.2.1]heptan-2-yl)(2-(4-(cyclopropylmethyl)-3-(1H-pyrazol-4-yl)-4H-thieno[3,2-b]pyrrol-5-yl)-7-methoxy-1-methyl-1H-benzo[d]imidazol-5-yl)methanone N[C@H]1[C@@H]2N(C[C@H]1CC2)C(=O)C2=CC1=C(N(C(=N1)C1=CC3=C(N1CC1CC1)C(=CS3)C=3C=NNC3)C)C(=C2)OC